FC=1C=CC(=C2C=NN(C12)C1OCCCC1)\C=C/CC(C(=O)OCC)CC(F)(F)F ethyl (Z)-5-(7-fluoro-1-(tetrahydro-2H-pyran-2-yl)-1H-indazol-4-yl)-2-(2,2,2-trifluoroethyl)pent-4-enoate